COC1=NC=C(C(=N1)OC)C=1C=C(C=2N(N1)C=CN2)N2C[C@@H](CC2)C(C)C 6-(2,4-dimethoxypyrimidin-5-yl)-8-[(3S)-3-isopropylpyrrolidin-1-yl]imidazo[1,2-b]pyridazine